7-[(5-piperazin-1-yl-2-pyridyl)amino]-4-(4-pyridyl)isoindolin-1-one N1(CCNCC1)C=1C=CC(=NC1)NC=1C=CC(=C2CNC(C12)=O)C1=CC=NC=C1